(S)-2-((3-((fluoromethyl)sulfonyl)phenoxy)methyl)oxirane Trans-ethyl-1-benzyl-4-(fluoromethyl)pyrrolidine-3-carboxylate C(C)OC(=O)[C@@H]1CN(C[C@H]1CF)CC1=CC=CC=C1.FCS(=O)(=O)C=1C=C(OC[C@H]2OC2)C=CC1